FC(OC1=CC=CC=2C(N([C@H]3C=4N([C@@H](C21)C3)C3=C(N4)C=CC(=C3)C#CC3CCNCC3)C([2H])([2H])[2H])=O)F (7R,14R)-1-(difluoromethoxy)-6-(methyl-d3)-11-(piperidin-4-ylethynyl)-6,7-dihydro-7,14-methanobenzo[f]benzo[4,5]imidazo[1,2-a][1,4]diazocin-5(14H)-one